BrC1=CC(=C(C=C1F)NS(=O)(=O)C)C=O N-(4-bromo-5-fluoro-2-formylphenyl)methanesulfonamide